ClC=1N=C(C2=C(N1)N(N=N2)[C@H]2[C@@H](C[C@H](O2)COP(=O)(O)CP(O)(O)=O)O)NCC2=C(C=CC=C2)Cl (((((2S,4R,5R)-5-(5-chloro-7-((2-chlorobenzyl)amino)-3H-[1,2,3]triazolo[4,5-d]pyrimidin-3-yl)-4-hydroxytetrahydrofuran-2-yl)methoxy)(hydroxy)phosphoryl)methyl)phosphonic acid